ClC=1C=2C(C3=NC=C(C(=C3OC2C=CC1)C1=CC=C(C=C1)N1CCN(CC1)C(=O)OC(C)(C)C)OC)=O tert-butyl 4-(4-(9-chloro-3-methoxy-10-oxo-10H-chromeno[3,2-b]pyridin-4-yl)phenyl)piperazine-1-carboxylate